Cl.NC(CCS)CCS 3-aminopentane-1,5-dithiol hydrochloride